1-(6-bromo-2,3-difluoro-phenyl)piperidin-4-ol BrC1=CC=C(C(=C1N1CCC(CC1)O)F)F